ClC1=NN2C=3CCCNC3C=NC2=C1 4-chloro-2,3,7,10-tetraazatricyclo[7.4.0.02,6]trideca-1(9),3,5,7-tetraen